C=1(C(=CC=CC1)C(=O)NCC1N(OC(C1)CC1=CC=CC=C1)[C@@H](CC(C)C)B1O[C@@]2([C@H](O1)C[C@H]1C([C@@H]2C1)(C)C)C)C1=CC=CC=C1 3-([1,1'-biphenyl]-2-carboxamidomethyl)-5-benzyl-N-((R)-3-methyl-1-((3aS,4S,6S,7aR)-3a,5,5-trimethylhexahydro-4,6-methanobenzo[d][1,3,2]dioxaborol-2-yl)butyl)-4,5-dihydroisoxazole